2-[4-(5-Amino-4-cyano-1-isopropylpyrazol-3-yl)phenyl]-N-[3-(trifluoromethyl)phenyl]propanamide NC1=C(C(=NN1C(C)C)C1=CC=C(C=C1)C(C(=O)NC1=CC(=CC=C1)C(F)(F)F)C)C#N